2-[tert-butyl(dimethyl)silyl]oxyethyl carbamate C(N)(OCCO[Si](C)(C)C(C)(C)C)=O